(1RS,3SR,4SR)-3-azido-5'-bromo-4'-chloro-1'-(4-methoxybenzyl)-1',2'-dihydrospiro[cyclopentane-1,3'-pyrrolo[2,3-b]pyridin]-4-ol N(=[N+]=[N-])[C@H]1C[C@@]2(CN(C3=NC=C(C(=C32)Cl)Br)CC3=CC=C(C=C3)OC)C[C@@H]1O |r|